CC(CC=CCCCCCCCC(C=O)=O)CC 13-Methyl-oxopentadec-10-en-2-one